3-cyclopropylpiperazin C1(CC1)C1CNCCN1